CN1N=CC(=C1C1=NC=C(C(=C1)N1CCN(CC1)C(=O)N1N=CCC1C=1N=C(SC1)C)F)C (4-(2-(1,4-dimethyl-1H-pyrazol-5-yl)-5-fluoropyridin-4-yl)piperazin-1-yl)(5-(2-methylthiazol-4-yl)-4,5-dihydro-1H-pyrazol-1-yl)methanone